3-{2-cyano-1-[4-(7H-pyrrolo-[2,3-d]pyrimidin-4-yl)-1H-pyrazol-1-yl]ethyl}-N-(4-methylphenyl)benzene-sulfonamide trifluoroacetate FC(C(=O)O)(F)F.C(#N)CC(N1N=CC(=C1)C=1C2=C(N=CN1)NC=C2)C=2C=C(C=CC2)S(=O)(=O)NC2=CC=C(C=C2)C